2-[(1-methylcyclopropyl)amino]-1,3-thiazole-5-carboxamide CC1(CC1)NC=1SC(=CN1)C(=O)N